perfluoro(3-methyl-2-butanone) FC(C(C(C(F)(F)F)(C(F)(F)F)F)=O)(F)F